4-fluoro-N-(6-(2-methylpyridin-4-yl)imidazo[1,2-a]pyridin-2-yl)tetrahydro-2H-pyran-4-carboxamide FC1(CCOCC1)C(=O)NC=1N=C2N(C=C(C=C2)C2=CC(=NC=C2)C)C1